O=C1N(C2=CC=C(C=C2C12CCNCC2)C#N)CC(F)(F)F 2-oxo-1-(2,2,2-trifluoroethyl)-1,2-dihydrospiro[indole-3,4'-piperidine]-5-carbonitrile